trifluoroacetyl-4-trifluoromethyl-phenethylamine FC(C(=O)NCCC1=CC=C(C=C1)C(F)(F)F)(F)F